(S)-N1-(7-((3-hydroxyoxetan-3-yl)ethynyl)-5-methyl-4-oxo-2,3,4,5-tetrahydrobenzo[b][1,4]oxazepin-3-yl)-N2-phenethyloxalamide OC1(COC1)C#CC1=CC2=C(OC[C@@H](C(N2C)=O)NC(C(=O)NCCC2=CC=CC=C2)=O)C=C1